(S)-quinuclidin-3-yl ((R)-5-(3-chloro-4-methoxyphenyl)-2,2-dimethyl-2,3-dihydro-1H-inden-1-yl)carbamate ClC=1C=C(C=CC1OC)C=1C=C2CC([C@H](C2=CC1)NC(O[C@@H]1CN2CCC1CC2)=O)(C)C